racemic-(1R,2S,4S)-7-azabicyclo[2.2.1]heptan-2-ol hydrochloride Cl.[C@H]12[C@H](C[C@H](CC1)N2)O |r|